2-((5-(4-chloro-2-fluoro-phenyl)-3-methyl-triazol-4-yl)methyl)-5-((2R)-2-methylmorpholin-4-yl)pyridazin-3-one ClC1=CC(=C(C=C1)C1=C(N(N=N1)C)CN1N=CC(=CC1=O)N1C[C@H](OCC1)C)F